ON=C(N)C1=NC=CC=C1OCC1=CC=C(C=C1)OC N'-hydroxy-3-((4-methoxybenzyl)oxy)pyridineformamidine